5-(3,4-Dimethoxybenzylidene)-2-thioxodihydropyrimidine-4,6(1H,5H)-dione COC=1C=C(C=C2C(NC(NC2=O)=S)=O)C=CC1OC